tert-Butyl 1-methoxy-5-(methylsulfonyl)isoindoline-2-carboxylate COC1N(CC2=CC(=CC=C12)S(=O)(=O)C)C(=O)OC(C)(C)C